3-(5-((4-(5-chloro-2-methylphenyl)piperazin-1-yl)methyl)-1-oxoisoindolin-2-yl)piperidine-2,6-dione ClC=1C=CC(=C(C1)N1CCN(CC1)CC=1C=C2CN(C(C2=CC1)=O)C1C(NC(CC1)=O)=O)C